ClC1N(C=CC=C1C(C)(C)O)C1=NC=C(C(=C1)N1CC=C(C=C1C)O)C chloro-4''-hydroxy-3-(2-hydroxypropan-2-yl)-5',6''-dimethyl-2H,2''H-[1,2':4',1''-terpyridine]